1-(6-methoxypyridin-3-yl)-5-(trifluoromethyl)-1H-pyrazole-4-carboxylic acid ethyl ester C(C)OC(=O)C=1C=NN(C1C(F)(F)F)C=1C=NC(=CC1)OC